methyl ((((1S,4R)-4-(2-amino-6-chloro-9H-purin-9-yl)cyclopent-2-en-1-yl)methoxy)(2-((3-hydroxy-2,2-dimethylpropanoyl)thio)ethoxy)phosphoryl)-L-alaninate NC1=NC(=C2N=CN(C2=N1)[C@H]1C=C[C@H](C1)COP(=O)(OCCSC(C(CO)(C)C)=O)N[C@@H](C)C(=O)OC)Cl